N-(6-fluoro-2-((1s,3s)-3-(hydroxymethyl)cyclobutyl)-2H-indazol-5-yl)-6-(trifluoromethyl)picolinamide FC=1C(=CC2=CN(N=C2C1)C1CC(C1)CO)NC(C1=NC(=CC=C1)C(F)(F)F)=O